amino-1-hydroxypropane-1,1-diphosphonic acid NC(C(P(O)(=O)O)(P(O)(=O)O)O)C